C1(CC1)COC1=CC2=C(N(N=C2C=C1)C)C(=O)NCCNS(=O)(=O)C 5-(cyclopropylmethoxy)-N-(2-methanesulfonamidoethyl)-2-methyl-2H-indazole-3-carboxamide